N-vinyl-N-ethyl-acetamide tert-Butyl-6-(4-((2-isopropoxypyrimidin-5-yl)amino)pyrido[3,2-d]pyrimidin-6-yl)-1,6-diazaspiro[3.3]heptane-1-carboxylate C(C)(C)(C)OC(=O)N1CCC12CN(C2)C=2C=CC=1N=CN=C(C1N2)NC=2C=NC(=NC2)OC(C)C.C(=C)N(C(C)=O)CC